NC1=NC=NN2C1=C(C=C2C=2C=C(C(=NC2)OC)C(=O)N[C@@H]2CN(C[C@@H]2F)C(CC(C)(C)O)=O)C(F)(F)F 5-[4-amino-5-(trifluoromethyl)pyrrolo[2,1-f][1,2,4]triazin-7-yl]-N-[(3R,4S)-4-fluoro-1-(3-hydroxy-3-methylbutanoyl)pyrrolidin-3-yl]-2-methoxypyridine-3-carboxamide